[C@H]12CC(C[C@H](CCC1)N2)N(C=2N=NC(=CN2)C2=C(C=C(C=C2)C=2C=NNC2)O)C 2-(3-{[(1r,3s,5s)-9-azabicyclo[3.3.1]non-3-yl](methyl)amino}-1,2,4-triazin-6-yl)-5-(1H-pyrazol-4-yl)phenol